4-methoxybenzyl 2,2-dimethyl-3-oxopropionate CC(C(=O)OCC1=CC=C(C=C1)OC)(C=O)C